α,α-dimethyl-δ-caprolactone CC1(C(=O)OC(CC1)C)C